C(C)(C)(C)OC(=O)N[C@H](C(=O)OCC#N)CC=1C(=NC=CC1)C#N Cyanomethyl (S)-2-((tert-butoxy-carbonyl)amino)-3-(2-cyanopyridin-3-yl)propanoate